[Na].[Na].OC=1C(=CC=2C3(C4=CC(=C(C(=C4OC2C1I)I)O)I)OC(C1=CC=CC=C13)=O)I 3',6'-Dihydroxy-2',4',5',7'-tetraiodospiro(isobenzofuran-1(3H),9'-(9H)xanthen)-3-one, disodium salt